OC1=CC=C(C=C2C(NC(N2)=O)=O)C=C1 5-(4-hydroxybenzylidene)hydantoin